2-amino-N-(3-hydroxybenzyl)-3-methyl-N-((5-(trifluoromethyl)-2-pyridinyl)methyl)-6-quinolinecarboxamide NC1=NC2=CC=C(C=C2C=C1C)C(=O)N(CC1=NC=C(C=C1)C(F)(F)F)CC1=CC(=CC=C1)O